Isopropyl-methylbenzene C(C)(C)C1=C(C=CC=C1)C